N-(4-phenylcyclohexyl)-1-[5-(pyridin-4-yl)-1H-pyrazole-3-carbonyl]piperidine-4-carboxamide C1(=CC=CC=C1)C1CCC(CC1)NC(=O)C1CCN(CC1)C(=O)C1=NNC(=C1)C1=CC=NC=C1